2-cyclopropyl-4-methylpiperazin C1(CC1)C1NCCN(C1)C